3-[4-[4-(aminomethyl)-1-oxo-2H-phthalazin-6-yl]-2-methyl-pyrazol-3-yl]thiazolo[3,2-a]pyridin-5-one NCC1=NNC(C2=CC=C(C=C12)C1=C(N(N=C1)C)C1=CSC=2N1C(C=CC2)=O)=O